FC1=C(C=C(C=C1)F)C(CC#C)N1N=C2C=C(C=CC2=C1)C#CC1(CN(CCC1)C(=O)OC(C)(C)C)C tert-butyl 3-((2-(1-(2,5-difluorophenyl)but-3-yn-1-yl)-2H-indazol-6-yl)ethynyl)-3-Methylpiperidine-1-carboxylate